2-((4-fluorobenzyl)oxy)-5-chlorobenzaldehyde FC1=CC=C(COC2=C(C=O)C=C(C=C2)Cl)C=C1